C(C)(C)(C)OC(=O)N1[C@H](CC(CC1)=C)C(=O)O (R)-1-(tert-Butoxycarbonyl)-4-methylenepiperidine-2-carboxylic acid